C(C)N[C@@H]1C[C@H](N(C1)C(=O)OCC=C)C(=O)OC 1-allyl 2-methyl (2S,4R)-4-(ethylamino)pyrrolidine-1,2-dicarboxylate